ClC=1C=C(C(=NC1)NC(=O)C1(CCC(CC1)(C(=O)O)C([2H])([2H])[2H])C1=C(C=CC=C1)C(C)C)OC(F)F (1r,4r)-4-((5-chloro-3-(difluoromethoxy)pyridin-2-yl)carbamoyl)-4-(2-isopropylphenyl)-1-(methyl-d3)cyclohexane-1-carboxylic acid